OC1=C(C=CC(=C1)[N+](=O)[O-])NC(=O)C=1C=NN(C1)C N-(2-hydroxy-4-nitrophenyl)-1-methyl-1H-pyrazole-4-carboxamide